CN(CC(=O)OC)C1=CC=C2C(=CC(OC2=C1)=O)C1=C(C=CC=C1)C methyl N-methyl-N-(2-oxo-4-(o-tolyl)-2H-chromen-7-yl)glycinate